2,3,5,6-tetramethylbenzene-1,4-dicarboxylic acid chloride CC1=C(C(=C(C(=C1C)C(=O)Cl)C)C)C(=O)Cl